FC=1C(=NC=C(C1)C(C(C(F)(F)F)(F)F)(F)F)NC(=O)C1=C(C=CC(=C1)[N+](=O)[O-])SC1=NN=NN1CCOC(CC(CC(=O)O)CC(=O)O)=O 3-[2-[2-[5-[2-[[3-fluoro-5-(1,1,2,2,3,3,3-heptafluoropropyl)-2-pyridyl]carbamoyl]-4-nitro-phenyl]sulfanyltetrazol-1-yl]ethoxy]-2-oxo-ethyl]pentanedioic acid